OC(C)(C)C=1C=C(C=CC1)N1C(N([C@H](C1)C#N)C1=CN=CC2=CC=CC=C12)=O |r| Racemic-1-(3-(2-hydroxypropan-2-yl)phenyl)-3-(isoquinolin-4-yl)-2-oxoimidazoline-4-carbonitrile